ClC1=C(C(=O)NC(C(=O)O)CCN(CC2(CC2)CCC2=NC=3NCCCC3C=C2)CCOC)C=CC=C1F 2-[(2-chloro-3-fluoro-benzoyl)amino]-4-[2-methoxyethyl-[[1-[2-(5,6,7,8-tetrahydro-1,8-naphthyridin-2-yl)ethyl]cyclopropyl]methyl]amino]butanoic acid